C(C)NC(N(CC1=CC=C(C=C1)C1=NOC(=N1)C(F)(F)F)OC)=O 3-ethyl-1-methoxy-1-[[4-[5-(tri-fluoromethyl)-1,2,4-oxadiazol-3-yl]phenyl]methyl]urea